C(C1=CC=CC=C1)NC1=NC=CC(=N1)NC1=CC=C(C=C1)C=CC1=NC=CC=C1 2-benzylamino-4-(4-(2-(2-pyridyl)ethenyl)anilino)pyrimidine